tert-butyl (R)-(8-(3-(hydroxymethyl)-6-methylpyrazin-2-yl)-8-azaspiro[4.5]decan-1-yl)carbamate OCC=1C(=NC(=CN1)C)N1CCC2(CCC[C@H]2NC(OC(C)(C)C)=O)CC1